C(C)OC(=O)C=1C=NC2=CC(=C(C(=C2C1Cl)F)Br)F 6-bromo-4-chloro-5,7-difluoroquinoline-3-carboxylic acid ethyl ester